C(C)(C)(C)OC(=O)N1C=CC2=C(C(=CC(=C12)C)OC([2H])([2H])[2H])CN1[C@@H](CC(CC1)C1CC1)C1=CC=C(C=C1)C(=O)OC 4-(((2S)-4-cyclopropyl-2-(4-(Methoxycarbonyl)phenyl)piperidin-1-yl)methyl)-5-(methoxy-d3)-7-methyl-1H-indole-1-carboxylic acid tertButyl ester